N1C=CC=2C1=NC=C(C2)C=2C=C(C=CC2)C=CC(=O)NC2=CC(=CC=C2)C 3-(3-(1H-pyrrolo[2,3-b]pyridin-5-yl)phenyl)-N-(3-methylphenyl)acrylamide